C(C1=CC=CC=C1)N1C(C(=CC(=C1)[2H])[2H])=O 1-benzylpyridin-2-one-3,5-d2